5-chloro-1-methylpyrrolo[2,3-c]pyridine ClC=1C=C2C(=CN1)N(C=C2)C